FC(OC=1C=C(C=CC1CO)NC(=O)C=1C(=NN(C1)C1=CC=C(C=C1)F)C)F N-[3-(difluoromethoxy)-4-(hydroxymethyl)phenyl]-1-(4-fluorophenyl)-3-methyl-1H-pyrazole-4-carboxamide